tert-butyl 3-(((3-chlorophenyl)methyl)sulfonamido)-4-(4-ethylpiperazin-1-yl)benzoate ClC=1C=C(C=CC1)CS(=O)(=O)NC=1C=C(C(=O)OC(C)(C)C)C=CC1N1CCN(CC1)CC